N-[(6-Phenethyloxy-2-pyridyl)sulfonyl]-2-(2,2,4-trimethylpyrrolidin-1-yl)pyridin-3-carboxamid C(CC1=CC=CC=C1)OC1=CC=CC(=N1)S(=O)(=O)NC(=O)C=1C(=NC=CC1)N1C(CC(C1)C)(C)C